C(#N)C=1NC(=CN1)C1=CC=C(C=C1)C 2-cyano-5-(p-methylphenyl)imidazole